The molecule is a monocarboxylic acid that is 2-chloro-4-fluorophenylacetic acid in which the phenyl group is substituted at position 5 by a 4-chloro-5-(difluoromethoxy)-1-methylpyrazol-3-yl group. A protoporphyrinogen oxidase inhibitor, it is used (usually as the corresponding ethyl ester proherbicide, pyraflufen-ethyl) for the control of broad-leaved weeds and grasses in a variety of crops. It has a role as an EC 1.3.3.4 (protoporphyrinogen oxidase) inhibitor, a herbicide and an agrochemical. It is a member of monofluorobenzenes, a member of pyrazoles, a member of monochlorobenzenes, a biaryl, an aromatic ether and a monocarboxylic acid. CN1C(=C(C(=N1)C2=CC(=C(C=C2F)Cl)OCC(=O)O)Cl)OC(F)F